N-(1-cyano-2-(2-oxopiperidin-3-yl)ethyl)-2-(4-methoxy-1H-indole-2-carbonyl)-2-azabicyclo[2.2.2]octane-3-carboxamide C(#N)C(CC1C(NCCC1)=O)NC(=O)C1N(C2CCC1CC2)C(=O)C=2NC1=CC=CC(=C1C2)OC